C(#N)C=1C=C(C=NC1C1=NN(C=C1)C)NC(=O)C=1C=NN(C1C(F)(F)F)C1=CN=CC2=CC=CC=C12 N-(5-cyano-6-(1-methyl-1H-pyrazol-3-yl)pyridin-3-yl)-1-(isoquinolin-4-yl)-5-(trifluoromethyl)-1H-pyrazole-4-carboxamide